C(C)O/C=C/C1=C(C=CC=2N(C(N(C21)C)=O)C2C(N(C(CC2)=O)CC2=CC=C(C=C2)OC)=O)OC (E)-3-(4-(2-ethoxyvinyl)-5-methoxy-3-methyl-2-oxo-2,3-dihydro-1H-benzo[d]imidazol-1-yl)-1-(4-methoxybenzyl)piperidine-2,6-dione